1-(((2-(2,6-dioxopiperidin-3-yl)-1-oxoisoindolin-5-yl)methyl)amino)propan O=C1NC(CCC1N1C(C2=CC=C(C=C2C1)CNCCC)=O)=O